NC=1C=C(C(=O)OC)C=CC1C=1C(=NN(C1)COCC[Si](C)(C)C)C(N)=O Methyl 3-amino-4-(3-carbamoyl-1-((2-(trimethylsilyl)ethoxy)methyl)-1H-pyrazol-4-yl)benzoate